5-((2-((tert-butyldimethylsilyl)oxy)-9-propyl-9H-carbazol-3-yl)methylene)-3-ethyl-2-thioxothiazolidin-4-one [Si](C)(C)(C(C)(C)C)OC1=CC=2N(C3=CC=CC=C3C2C=C1C=C1C(N(C(S1)=S)CC)=O)CCC